NC1=NC=2C=C(C(=CC2C2=C1C=NN2C)C(=O)N(C2CCC1=CC(=CC=C21)C(F)(F)F)CC=2N=CSC2)F 4-amino-7-fluoro-1-methyl-N-(thiazol-4-ylmethyl)-N-(5-(trifluoromethyl)-2,3-dihydro-1H-inden-1-yl)-1H-pyrazolo[4,3-c]quinolin-8-carboxamide